7-(3-chlorophenyl)-2-methylthiazolo[4,5-d]pyridazin-4(5H)-one ClC=1C=C(C=CC1)C=1C2=C(C(NN1)=O)N=C(S2)C